(1R,3S)-3-(1-tert-butyl-5-{[(5-methyl-1,3-oxazol-2-yl)acetyl]amino}-1H-pyrazol-3-yl)cyclopentyl (1-methylcyclopropyl)carbamate CC1(CC1)NC(O[C@H]1C[C@H](CC1)C1=NN(C(=C1)NC(CC=1OC(=CN1)C)=O)C(C)(C)C)=O